2,6-dichloro-N-((2-cyano-6-methylphenyl)carbamoyl)-5-fluoronicotinamide ClC1=C(C(=O)NC(NC2=C(C=CC=C2C)C#N)=O)C=C(C(=N1)Cl)F